N[C@@H](C(=O)O)C1CC1 (R)-2-amino-2-cyclopropylacetic acid